FC1=CC=C(\C=N\NC(=O)C2=NC(=CN=C2)C2=CC=C(C=C2)OC)C=C1 (E)-N'-(4-fluorobenzylidene)-6-(4-methoxyphenyl)pyrazine-2-carbohydrazide